4-(4-(6-fluorophenylfuran-3-yl)furan-2-yl)-4-oxobutanoic acid FC1=CC=CC=C1C=1OC=CC1C=1C=C(OC1)C(CCC(=O)O)=O